C(C)OC(=O)C1=C(C2=C(S1)C=CC=C2C#N)C=O 4-cyano-3-formylbenzo[b]thiophene-2-carboxylic acid ethyl ester